BrC1=NC=C(C(=C1)C1C(CN2C(=CC=C12)C#N)(C)C)Cl (2-bromo-5-chloropyridin-4-yl)-2,2-dimethyl-2,3-dihydro-1H-pyrrolizine-5-carbonitrile